COC=1N=C2C(=CC=NC2=CC1OC)OC1=C(C=C(C=C1)NC(=O)C=1C(=NC(=C(C1O)C1=CC=C(C=C1)F)C)CC)F N-[4-[(6,7-dimethoxy-1,5-naphthyridin-4-yl)oxy]-3-fluorophenyl]-2-ethyl-5-(4-fluorophenyl)-4-hydroxy-6-methylpyridine-3-carboxamide